OC(C)(C)C=1C=C(C(=O)OC)C=C(C1)C(C)(C)O methyl 3,5-bis(α-hydroxyisopropyl)benzoate